C(C=C)(=O)OC1=C(CCOCCC2=C(C=CC=C2)OC(C=C)=O)C=CC=C1 di-(2-acryloxyphenethyl) ether